CN(C=1C(=CC(=C(C1)NC(OC(C)(C)C)=O)F)C(C(NCC(F)(F)F)=O)C)C tert-butyl (5-(dimethylamino)-2-fluoro-4-(1-oxo-1-((2,2,2-trifluoroethyl)amino)propan-2-yl)phenyl)carbamate